C(C=C)(=O)NCCNC(C=C)=O N,N'-dimethylenebis(acrylamide)